FC(C1=NN=C(S1)C1=NC(=C2N1C=C(C=C2N2CCC1(COC1)CC2)S(=O)(=O)NC2(COC2)C)C)F 3-(5-(difluoromethyl)-1,3,4-thiadiazol-2-yl)-1-methyl-N-(3-methyloxetan-3-yl)-8-(2-oxa-7-azaspiro[3.5]nonan-7-yl)imidazo[1,5-a]pyridine-6-sulfonamide